C(C1=CC=CC=C1)C1C(CC(N(C1)C(=O)NCCCCC1=CC=CC=C1)(C)C)N1CCCCC1 5-Benzyl-2,2-dimethyl-N-(4-phenylbutyl)-4-(1-piperidyl)piperidine-1-carboxamide